4,4'-methylenedi-cyclohexyldi-isocyanate C(C1CCC(CC1)N=C=O)C1CCC(CC1)N=C=O